2-(((tert-butyldiphenylsilyl)oxy)methyl)-5-(trifluoromethyl)-2,3-dihydro-1H-pyrrole [Si](C1=CC=CC=C1)(C1=CC=CC=C1)(C(C)(C)C)OCC1NC(=CC1)C(F)(F)F